2,6-bis(isocyanatomethyl)-bicyclo-[2.2.1]heptane N(=C=O)CC1C2C(CC(C1)C2)CN=C=O